C(C)(C)(C)OC(=O)N1CCC(CC1)COC1=C(C=C(C=C1)B1OC(C(O1)(C)C)(C)C)OC.C(C)(CC)C1=CC(=C(C=C1)CCC=O)C 3-(4-(sec-butyl)-2-methylphenyl)propanal tert-butyl-4-((2-methoxy-4-(4,4,5,5-tetramethyl-1,3,2-dioxaborolan-2-yl)phenoxy)methyl)piperidine-1-carboxylate